2-fluoro-4-methoxy-benzenesulfonamide FC1=C(C=CC(=C1)OC)S(=O)(=O)N